tert-butyl N-(tert-butoxycarbonyl)-N-(3-fluoro-4-methylpyridin-2-yl)carbamate C(C)(C)(C)OC(=O)N(C(OC(C)(C)C)=O)C1=NC=CC(=C1F)C